3-(1-oxo-5-((2-(3-(pyrazin-2-yl)azetidin-1-yl)cyclohexyl)oxy)isoindolin-2-yl)piperidine-2,6-dione O=C1N(CC2=CC(=CC=C12)OC1C(CCCC1)N1CC(C1)C1=NC=CN=C1)C1C(NC(CC1)=O)=O